((5,5,5-trifluoropent-1-en-3-yl)amino)-1,4-dihydropyridine-2,5-dicarboxamide FC(CC(C=C)NN1C(=CCC(=C1)C(=O)N)C(=O)N)(F)F